ClC=1C(=NC(=NC1)NC1=C(C=C(C=C1)N1CCC(CC1)NCCC#CC1=C2CN(C(C2=CC=C1)=O)C1C(NC(CC1)=O)=O)OC)NC1=C(C=CC=C1)P(=O)(OC)OC 3-(4-(4-((1-(4-((5-chloro-4-((2-(dimethylphosphono)phenyl)amino)pyrimidin-2-yl)amino)-3-methoxyphenyl)piperidin-4-yl)amino)but-1-yn-1-yl)-1-oxoisoindolin-2-yl)piperidine-2,6-dione